COC1=CC=C(C=C1)N1CCCCC1 1-(4-methoxyphenyl)piperidine